1-((2R,5S)-4-((S)-6-chloro-7-(1,6-dimethyl-1H-indazol-7-yl)-8-fluoro-2-(((S)-1-methylpyrrolidin-2-yl)methoxy)quinazolin-4-yl)-2,5-dimethylpiperazin-1-yl)prop-2-en-1-one ClC=1C=C2C(=NC(=NC2=C(C1C=1C(=CC=C2C=NN(C12)C)C)F)OC[C@H]1N(CCC1)C)N1C[C@H](N(C[C@@H]1C)C(C=C)=O)C